FC1=CC=C(C=C1)CCNC(=O)NC=1C=NC2=C(C=CC=C2C1)F 1-[2-(4-fluorophenyl)-ethyl]-3-(8-fluoroquinolin-3-yl)urea